1-(benzo[b]thiophen-3-yl-(piperidin-4-yl)methyl)piperidin-4-ol S1C2=C(C(=C1)C(N1CCC(CC1)O)C1CCNCC1)C=CC=C2